[Ti].[Fe].[Si] silicon-iron-titanium